FC=1C=C(OC2=C3C(C(C3=C(C=C2)C(F)(F)F)O)(F)F)C=C(C1)F 2-(3,5-difluorophenoxy)-8,8-difluoro-5-trifluoromethylbicyclo[4.2.0]octa-1,3,5-triene-7-ol